2-({8-[(3e)-cholest-5-en-3-yloxy]octyl}oxy)-N,N-dimethyl-3-[(9Z,12Z)-octadeca-9,12-dien-1-yloxy]propan-1-amine CC(C)CCC[C@@H](C)[C@H]1CC[C@H]2[C@@H]3CC=C4CC(CC[C@]4(C)[C@H]3CC[C@]12C)OCCCCCCCCOC(CN(C)C)COCCCCCCCC\C=C/C\C=C/CCCCC